1'-(3-((4-(heptyloxy)phenyl)sulfonyl)-6-(methylthio)quinolin-4-yl)-[1,4'-bipiperidin]-4-ol C(CCCCCC)OC1=CC=C(C=C1)S(=O)(=O)C=1C=NC2=CC=C(C=C2C1N1CCC(CC1)N1CCC(CC1)O)SC